4-amino-7-cyclopropyl-1-(3-fluoro-2-methoxyphenyl)pyrido[2,3-d]pyrimidin-2(1H)-one NC=1C2=C(N(C(N1)=O)C1=C(C(=CC=C1)F)OC)N=C(C=C2)C2CC2